N1=C(C=CC=2CCCNC12)CCN1N=CC(=C1)C(=O)NC[C@@H](C(=O)O)NS(=O)(=O)C1=C(C=C(C=C1C)C)C (S)-3-(1-(2-(5,6,7,8-tetrahydro-1,8-naphthyridin-2-yl)ethyl)-1H-pyrazole-4-carboxamido)-2-((2,4,6-trimethylphenyl)sulphonamido)propanoic acid